methyldimethoxysilylpropyl-bis(diethylamino)methylethyl sulfide C[Si](OC)(OC)CCCC(C)(C(N(CC)CC)N(CC)CC)SC(C)(CCC[Si](C)(OC)OC)C(N(CC)CC)N(CC)CC